C1(CCCCCC1)CNC(=O)C1=CC2=C(NC(=N2)C(CO)C2=CC=CC=C2)C=C1 N-(Cycloheptylmethyl)-2-(2-hydroxy-1-phenyl-ethyl)-1H-benzimidazole-5-carboxamide